COC(C1CCN(CC1)C1=C(C=C(C=C1)C1=C(COC2=C1C=CC(=C2)O)C2CCOCC2)F)OC (3R,4R)-4-(4-(4-(dimethoxymethyl)piperidin-1-yl)-3-fluorophenyl)-3-(tetrahydro-2H-pyran-4-yl)benzopyran-7-ol